NC=1C(NC2=CC(=C(C=C2C1)F)F)=O 3-amino-6,7-difluoroquinolin-2(1H)-one